(2S,3S)-3-(pyridin-2-yldithio)butan-2-ol N1=C(C=CC=C1)SS[C@H]([C@H](C)O)C